OCCCCNCCCCCC(=O)OCCCCCCCCC nonyl 6-((4-hydroxybutyl)amino)hexanoate